3-(2-(trifluoromethoxy)pyridin-4-yl)bicyclo[4.2.0]Oct-1(6),2,4-trien-2-amine FC(OC1=NC=CC(=C1)C1=C(C=2CCC2C=C1)N)(F)F